NC=1C(=NC=CN1)C1=NC=2C(=NC(=CC2)C2=NC=C(C=C2)OC([2H])([2H])[2H])N1C1=CC=C(CN2CCC(CC2)NC2=NC(=NC=C2)C#N)C=C1 4-((1-(4-(2-(3-aminopyrazin-2-yl)-5-(5-(methoxy-d3)pyridin-2-yl)-3H-imidazo[4,5-b]pyridin-3-yl)benzyl)piperidin-4-yl)amino)pyrimidine-2-carbonitrile